7-cyclobutyl-8-(1H-pyrazol-3-yl)-2-oxo-1H-quinoline-3-carboxylic acid C1(CCC1)C1=CC=C2C=C(C(NC2=C1C1=NNC=C1)=O)C(=O)O